tert-butyl N-[5-[[2-[(2R,5R)-2-(4-fluorophenyl)-5-methyl-1-piperidyl]-2-oxo-acetyl]amino]-3-methyl-2-pyridyl]carbamate FC1=CC=C(C=C1)[C@@H]1N(C[C@@H](CC1)C)C(C(=O)NC=1C=C(C(=NC1)NC(OC(C)(C)C)=O)C)=O